3,3'-(((((5-(2-carboxy-2-(pyrrolidin-3-yl)ethyl)benzo[b]thiophen-3-yl)methyl)azanediyl)bis(methylene))bis(3,1-phenylene))bis(2-(pyrrolidin-3-yl)propanoic acid) C(=O)(O)C(CC1=CC2=C(SC=C2CN(CC=2C=C(C=CC2)CC(C(=O)O)C2CNCC2)CC=2C=C(C=CC2)CC(C(=O)O)C2CNCC2)C=C1)C1CNCC1